5-(5-chloro-2-(4-(trifluoromethyl)-1H-1,2,3-triazol-1-yl)phenyl)-4-fluoropyridazin-3(2H)-one ClC=1C=CC(=C(C1)C1=C(C(NN=C1)=O)F)N1N=NC(=C1)C(F)(F)F